CN1C(=CC(C(=C1)O)=O)CCl 1-methyl-2-(chloromethyl)-5-hydroxypyridin-4-one